barium glutarate hydrate O.C(CCCC(=O)[O-])(=O)[O-].[Ba+2]